CC1NC(CC2=C(C1)C=CC(=C2)O)C 2,4-dimethyl-2,3,4,5-tetrahydro-1H-benzo[d]azepin-7-ol